[3-[3-(4-chloro-2-methylindazol-5-yl)-1H-pyrazolo[3,4-b]pyrazin-6-yl]-7-(3-fluoropyridin-2-yl)-3-azabicyclo[4.1.0]heptan-7-yl]methanamine ClC=1C2=CN(N=C2C=CC1C1=NNC2=NC(=CN=C21)N2CC1C(C1CC2)(C2=NC=CC=C2F)CN)C